N,N-dimethyl-6-oxo-1,6-dihydropyridine-3-carboxamide hydrochloride Cl.CN(C(=O)C1=CNC(C=C1)=O)C